tert-butyl N-[(tert-butoxy)carbonyl]-N-(3-cyano-2-fluorophenyl)carbamate C(C)(C)(C)OC(=O)N(C(OC(C)(C)C)=O)C1=C(C(=CC=C1)C#N)F